zinc nitrate salt [N+](=O)([O-])[O-].[Zn+2].[N+](=O)([O-])[O-]